bis[3-(4-aminophenoxy)phenyl]sulfolane NC1=CC=C(OC=2C=C(C=CC2)C2(S(=O)(=O)CCC2)C2=CC(=CC=C2)OC2=CC=C(C=C2)N)C=C1